C(C1=CC=CC=C1)N1C(N(C2(CC2)C1=O)CC=1SC(=NN1)Br)=O 6-benzyl-4-((5-bromo-1,3,4-thiadiazol-2-yl)methyl)-4,6-diazaspiro[2.4]heptane-5,7-dione